5-{2-[5-(dimethylamino)-2-(7-methylquinoline-8-sulfonamido)phenyl]ethynyl}pyridine-2-carboxylic acid CN(C=1C=CC(=C(C1)C#CC=1C=CC(=NC1)C(=O)O)NS(=O)(=O)C=1C(=CC=C2C=CC=NC12)C)C